ClC1=C(C(=O)[O-])C=CC(=C1)C(=O)[O-].[Na+].[Na+] disodium 2-chloroterephthalate